2-(4-amino-5-methoxy-2-methylphenyl)acetonitrile NC1=CC(=C(C=C1OC)CC#N)C